2-cyano-1-(naphthylmethyl)pyridinium tetrakis(pentafluorophenyl)borate FC1=C(C(=C(C(=C1[B-](C1=C(C(=C(C(=C1F)F)F)F)F)(C1=C(C(=C(C(=C1F)F)F)F)F)C1=C(C(=C(C(=C1F)F)F)F)F)F)F)F)F.C(#N)C1=[N+](C=CC=C1)CC1=CC=CC2=CC=CC=C12